3-Furanyl alcohol O1C=C(C=C1)O